ClC=1C=C(C=CC1)C1=NNC2=NC(=CN=C21)N2CC1C(C1CC2)(C=2SC=C(N2)C)CN [3-[3-(3-chlorophenyl)-1H-pyrazolo[3,4-b]pyrazin-6-yl]-7-(4-methyl-1,3-thiazol-2-yl)-3-azabicyclo[4.1.0]heptan-7-yl]methanamine